6-methoxy-N-(5-(methoxymethyl)-1H-pyrazol-3-yl)-2-(4-methylpiperazin-1-yl)-7-(3-(pyrrolidin-1-yl)propoxy)quinazolin-4-amine COC=1C=C2C(=NC(=NC2=CC1OCCCN1CCCC1)N1CCN(CC1)C)NC1=NNC(=C1)COC